C1(CC1)S(=O)(=O)N1CCN(CC1)CC1=NN=C2N1C1=CC=CC=C1C(N2CC2=CC=C(C=C2)F)=O 1-((4-(cyclopropylsulfonyl)piperazin-1-yl)methyl)-4-(4-fluorobenzyl)-[1,2,4]triazolo[4,3-a]quinazolin-5(4H)-one